C(CCCC#N)CCC#N ethylenebis(propionitrile)